1-chloro-3-fluoro-2-methyl-5-nitrobenzene ClC1=C(C(=CC(=C1)[N+](=O)[O-])F)C